C(CCCCCCCC=CCC)=O (9Z)- or (9E)-9-dodecenal